bis(prop-2-enyl) 4,4-dicyanoheptanedioate C(#N)C(CCC(=O)OCC=C)(CCC(=O)OCC=C)C#N